2-(6-bromo-1-sulfanylidenespiro[3H-isoquinoline-4,1'-cyclopropane]-2-yl)-N-(5-fluoropyrimidin-2-yl)acetamide BrC=1C=C2C(=CC1)C(N(CC21CC1)CC(=O)NC1=NC=C(C=N1)F)=S